4-(difluoromethyl)-5-[4-morpholino-6-(3-oxa-9-azabicyclo[3.3.1]non-9-yl)-1,3,5-triazin-2-yl]pyridin-2-amine FC(C1=CC(=NC=C1C1=NC(=NC(=N1)N1CCOCC1)N1C2COCC1CCC2)N)F